Ethyl 2-{isoxazole-5-carbonyl}-1,2,3,4-tetrahydroisoquinoline-3-carboxylate O1N=CC=C1C(=O)N1CC2=CC=CC=C2CC1C(=O)OCC